CC(C(=O)OCC)(C)OC1=C(C=C(C=C1C(F)(F)F)CN1N=CN(C1=O)C1=CC=C(C=C1)OC(F)(F)F)C Ethyl 2-methyl-2-(2-methyl-4-((5-oxo-4-(4-(trifluoromethoxy)phenyl)-4,5-dihydro-1H-1,2,4-triazol-1-yl)-methyl)-6-(trifluoromethyl)phenoxy)-propionate